(2-((4-([1,1'-biphenyl]-4-yloxy)-2-bromo-5-nitrophenoxy)methoxy)ethyl)trimethylsilane dimethyl-[1,2-phenylenebis(iminocarbonothioyl)]bis[carbamate] CN(C(O)=O)C(=S)NC1=C(C=CC=C1)NC(=S)N(C(O)=O)C.C1(=CC=C(C=C1)OC1=CC(=C(OCOCC[Si](C)(C)C)C=C1[N+](=O)[O-])Br)C1=CC=CC=C1